3-amino-N-methyl-1-(1,2,3,4-tetrahydro-quinoline-4-carbonyl)-4,5-dihydro-1H-pyrazolo[3,4-c]pyridine-6(7H)-carboxamide NC1=NN(C=2CN(CCC21)C(=O)NC)C(=O)C2CCNC1=CC=CC=C21